tert-butyl (3-(3-(3-((2-(2,6-dioxopiperidin-3-yl)-1,3-dioxoisoindolin-4-yl)amino)propoxy)propoxy)propyl)carbamate O=C1NC(CCC1N1C(C2=CC=CC(=C2C1=O)NCCCOCCCOCCCNC(OC(C)(C)C)=O)=O)=O